ClC=1C=CC(=NC1)O[C@@H]1C[C@@H]2CN([C@H]1CC2)C(=O)C2=NC(=CC=C2N2N=CC=N2)C ((1S,4R,6R)-6-((5-chloropyridin-2-yl)oxy)-2-azabicyclo[2.2.2]octan-2-yl)(6-methyl-3-(2H-1,2,3-triazol-2-yl)pyridin-2-yl)methanone